N-((3R,4S)-7-fluoro-3-((R)-2-methylmorpholino)chroman-4-yl)-2-(trifluoromethyl)-1-((2-(trimethylsilyl)ethoxy)methyl)-1H-indol-4-amine FC1=CC=C2[C@@H]([C@H](COC2=C1)N1C[C@H](OCC1)C)NC=1C=2C=C(N(C2C=CC1)COCC[Si](C)(C)C)C(F)(F)F